C1(CC1)C=1C(=NC(=C(C(=O)NC2=CC(=NC=C2)S(N)(=O)=O)C1)N1CCC(CC1)(F)F)OC(F)(F)F 5-cyclopropyl-2-(4,4-difluoropiperidin-1-yl)-N-(2-sulfamoylpyridin-4-yl)-6-(trifluoromethoxy)nicotinamide